(4-{[2-(acetamido)pyridin-4-yl]oxy}-3-fluorophenyl)-1-(2-fluorophenyl)-1H-imidazole-4-carboxamide C(C)(=O)NC1=NC=CC(=C1)OC1=C(C=C(C=C1)C=1N(C=C(N1)C(=O)N)C1=C(C=CC=C1)F)F